Difluoro-2-(4-methyl-3-(4,4,5,5-tetramethyl-1,3,2-dioxaborolan-2-yl)phenyl)propan-2-ol FC(C(C)(O)C1=CC(=C(C=C1)C)B1OC(C(O1)(C)C)(C)C)F